(R)-N-((R)-1-(3-(difluoromethyl)-6-methyl-2-morpholino-4-oxo-3,4-dihydroquinazolin-8-yl)ethyl)-2-methylpropane-2-sulfinamide FC(N1C(=NC2=C(C=C(C=C2C1=O)C)[C@@H](C)N[S@](=O)C(C)(C)C)N1CCOCC1)F